3-((4-(4-amino-3-(4-phenoxyphenyl)-1H-pyrazolo[3,4-d]pyrimidin-1-yl)piperidin-1-yl)methyl)azetidine-1-carboxylate NC1=C2C(=NC=N1)N(N=C2C2=CC=C(C=C2)OC2=CC=CC=C2)C2CCN(CC2)CC2CN(C2)C(=O)[O-]